S1CCNC=C1C(=O)NN 3,4-dihydro-2H-1,4-thiazine-6-carbohydrazide